COC1=CC=C(C=C1)NC1(CCC1)CCNC(OC(C)(C)C)=O tert-butyl (2-(1-((4-methoxyphenyl)amino)cyclobutyl)ethyl)carbamate